ClC=1C=CC(=C(C1)C(NC(CC(C)(C)O)=O)C#N)OC N-((5-chloro-2-methoxyphenyl)(cyano)methyl)-3-hydroxy-3-methylbutanamide